5-Bromo-6-((((1R,3s,5S)-6,6-difluorobicyclo[3.1.0]hexane-3-yl)methyl)amino)-N-(4-methoxybenzyl)-N-methylpyridine-3-sulfonamide BrC=1C=C(C=NC1NCC1C[C@H]2C([C@H]2C1)(F)F)S(=O)(=O)N(C)CC1=CC=C(C=C1)OC